[Si]([O-])([O-])([O-])[O-].[Dy+3].[Eu+3].[Sr+2].[Mg+2] magnesium strontium europium dysprosium silicate